(2-cyclopropyl-6-(5-(hydroxymethyl)-1-methyl-1H-1,2,3-triazol-4-yl) pyridin-3-yloxy) cyclohexane-1-carboxylate C1(CCCCC1)C(=O)OOC=1C(=NC(=CC1)C=1N=NN(C1CO)C)C1CC1